C(C)(C)(C)OC(=O)N[C@@H](C(=O)O)C1=CC(=CC=C1)F |r| (2RS)-2-(tert-butoxycarbonylamino)-2-(3-fluorophenyl)acetic acid